BrC1=C(C=CC(=C1)OC(F)(F)F)C=1C=C2CCN(C(C2=CC1)=O)C=1C=CC(=C(C1)NS(=O)(=O)C)OCOCCOC N-(5-(6-(2-bromo-4-(trifluoromethoxy)phenyl)-1-oxo-3,4-dihydroisoquinolin-2(1H)-yl)-2-((2-methoxyethoxy)methoxy)phenyl)methanesulfonamide